CN1N=NC(=C1CNS(=O)(=O)C1=CC=CC=C1)C1=CC=C(O[C@@H]2C[C@H](CCC2)C(=O)OC)C=C1 |r| (+/-)-methyl (1S,3S)-3-(4-(1-methyl-5-(benzenesulfonamidomethyl)-1H-1,2,3-triazol-4-yl)phenoxy)cyclohexane-1-carboxylate